N1C=NC=C1.[Al](Cl)(Cl)Cl aluminum chloride-imidazole salt